2-[4-(4-hydroxymethylphenyl)-6-(4-hydroxypiperidin-1-yl)pyrimidin-2-ylamino]-4-methylthiazole-5-carboxylic acid ethyl ester C(C)OC(=O)C1=C(N=C(S1)NC1=NC(=CC(=N1)C1=CC=C(C=C1)CO)N1CCC(CC1)O)C